C(C)(=O)O.FC1=C(C(=O)NC2=NC(=CC=C2)C(=O)C2CCN(CC2)C)C(=CC(=C1)F)F 2,4,6-trifluoro-N-[6-(1-methylpiperidine-4-carbonyl)-2-pyridyl]benzamide acetate salt